(3R)-7-((2S,5R)-4-acryloyl-2,5-dimethylpiperazin-1-yl)-9-chloro-10-(2,4-difluorophenyl)-3-(3-(3-fluoroazetidin-1-yl)propyl)-2,3-dihydro-5H-[1,4]oxazino[2,3,4-ij]quinazolin-5-one C(C=C)(=O)N1C[C@@H](N(C[C@H]1C)C1=NC(N2C3=C(C(=C(C=C13)Cl)C1=C(C=C(C=C1)F)F)OC[C@H]2CCCN2CC(C2)F)=O)C